Fmoc-D-2-(5-bromothienyl)alanine C1=CC=C2C(=C1)C(C3=CC=CC=C32)COC(=O)N[C@H](CC4=CC=C(S4)Br)C(=O)O